N1C=C(C2=CC=CC=C12)C(=O)N 1H-indole-3-carboxamide